manganese phenol C1(=CC=CC=C1)O.[Mn]